OC(C)(C)C1=CC=C(C=N1)C1=CC2=C(OC[C@@H](C(N2C)=O)NC(C2=CC=CC=C2)(C2=CC=CC=C2)C2=CC=CC=C2)C=C1 (S)-7-(6-(2-hydroxypropan-2-yl)pyridin-3-yl)-5-methyl-3-tritylamino-2,3-dihydrobenzo[b][1,4]oxazepin-4(5H)-one